oxalic acid dicyanodifluorophosphate P(=O)(F)(F)C#N.P(=O)(F)(F)C#N.C(C(=O)O)(=O)O